C1OCC12CN(C2)CCOC2=CC(=C(C=C2)C=2C=CC(=NC2)CC(=O)NCC2=CC=CC=C2)F 2-(5-(4-(2-(2-oxa-6-azaspiro[3.3]heptan-6-yl)ethoxy)-2-fluorophenyl)pyridin-2-yl)-N-benzylacetamide